C(C)(C)(C)OC(=O)NC1=C(C=C(C=C1)C=1SC=CC1)NC(=O)C1=CC=C(C=C1)CS(=NC(OC(C)(C)C)=O)(=O)C tert-butyl N-[[4-[[2-(tert-butoxycarbonylamino)-5-(2-thienyl)phenyl]carbamoyl]phenyl]methyl-methyl-oxo-sulfanylidene]carbamate